The molecule is a 1-monoglyceride with tetradecanoyl (myristoyl) as the acyl group. It has a role as a Caenorhabditis elegans metabolite. It is a 1-monoglyceride and a tetradecanoate ester. CCCCCCCCCCCCCC(=O)OCC(CO)O